ClC=1C=C(C(=NC1)OC)S(=O)(=O)N1CCC2=C(C(=CC=C12)F)C=1C=C2C=NC(=NC2=CC1)N 6-[1-(5-chloro-2-methoxypyridine-3-sulfonyl)-5-fluoro-2,3-dihydro-1H-indol-4-yl]quinazolin-2-amine